methyl indolin-1-ium-6-carboxylate hydrochloride Cl.[NH2+]1CCC2=CC=C(C=C12)C(=O)OC